CC(C)CC(=O)C1=C(C(=C(C(=C1O)CC=C(C)C)O)CC=C(C)C)O The molecule is a 2-acyl-4,6-diprenylphloroglucinol in which the acyl group is specified as 3-methylbutanoyl. It has a role as a plant metabolite.